C(C)(C)(C)OC(NC1=CC=C(C=C1)C(=O)C=1C=2N(C=C(C1)C=1C=NN(C1)C)N=CC2C#N)=O (4-(3-cyano-6-(1-methyl-1H-pyrazol-4-yl)pyrazolo[1,5-a]pyridine-4-carbonyl)phenyl)carbamic acid tert-butyl ester